C(C1=CC=CC=C1)OC1=CC(=C(C#N)C=C1S)F 4-(Benzyloxy)-2-fluoro-5-mercaptobenzonitrile